5-(2-((1S,3R)-3-acetylaminocyclohexane-1-carboxamido)pyridin-4-yl)-2,2-dimethyl-2,3-dihydro-1H-pyrrolizine-7-carboxamide C(C)(=O)N[C@H]1C[C@H](CCC1)C(=O)NC1=NC=CC(=C1)C=1N2CC(CC2=C(C1)C(=O)N)(C)C